(2-methyl-6-(1-methyl-1H-pyrazol-4-yl)tetrahydro-2H-pyran-4-yl)zinc(II) bromide [Br-].CC1OC(CC(C1)[Zn+])C=1C=NN(C1)C